10-[4-[1-(2,6-dioxo-3-piperidyl)-3-methyl-2-oxo-benzimidazol-4-yl]-1-piperidyl]-10-oxo-decanoic acid O=C1NC(CCC1N1C(N(C2=C1C=CC=C2C2CCN(CC2)C(CCCCCCCCC(=O)O)=O)C)=O)=O